3-((S)-3-Cyclohexyl-2-(1H-indole-2-carboxamido)propanamido)-2-oxo-4-(2-oxo-1-azaspiro[4.5]decan-3-yl)butanoic acid C1(CCCCC1)C[C@@H](C(=O)NC(C(C(=O)O)=O)CC1C(NC2(C1)CCCCC2)=O)NC(=O)C=2NC1=CC=CC=C1C2